4-((6-bromopyridin-3-yl)oxy)piperidine-1-carboxylic acid tert-butyl ester C(C)(C)(C)OC(=O)N1CCC(CC1)OC=1C=NC(=CC1)Br